3-(1-oxo-5-(1-((2-(thiophen-2-yl)thiazol-5-yl)methyl)piperidin-4-yl)isoindolin-2-yl)piperidine-2,6-dione O=C1N(CC2=CC(=CC=C12)C1CCN(CC1)CC1=CN=C(S1)C=1SC=CC1)C1C(NC(CC1)=O)=O